C1(=CC=CC=C1)C1=CC(=CC(=C1)C=1N(C(=C2CCCCC12)C)C=1C=CC(=C2C=CC(=CC12)O)Br)C1=CC=CC=C1 8-(1-([1,1':3',1''-terphenyl]-5'-yl)-3-methyl-4,5,6,7-tetrahydro-2H-isoindol-2-yl)-5-bromonaphthalen-2-ol